NC1=CC(=C(OC2=NN(CC3=CC=CC=C23)C)C(=C1)Cl)Cl 4-(4-amino-2,6-dichlorophenoxy)-2-methylphthalazine